BrC=1C(=C(C=CC1)C1=CC=C(C(=N1)OC)CN(C(OC(C)(C)C)=O)C[C@H]1NC(CC1)=O)Cl tert-Butyl N-[[6-(3-bromo-2-chloro-phenyl)-2-methoxy-3-pyridyl]methyl]-N-[[(2S)-5-oxopyrrolidin-2-yl]methyl]carbamate